CS(=O)(=O)OCC1=C2C(=NNC2=CC(=C1)Br)COCC[Si](C)(C)C 6-bromo-1-([2-(trimethylsilyl)ethoxy]methylindazol-4-yl)methyl methanesulfonate